5-(Ethanesulfonyl)-6-(3-methyl-6-(trifluoromethyl)-3H-imidazo[4,5-b]pyridin-2-yl)pyridine-2-carboxaldehyde C(C)S(=O)(=O)C=1C=CC(=NC1C1=NC=2C(=NC=C(C2)C(F)(F)F)N1C)C=O